C(C)(C)(C)OC(=O)N1C(C(C(C1)(F)F)O)CC1=C(C(=CC=C1)Cl)F 2-[(3-chloro-2-fluorophenyl)methyl]-4,4-difluoro-3-hydroxypyrrolidine-1-carboxylic acid tert-butyl ester